2-((9-ethyl-9H-carbazole-3-yl)methylene)malononitrile C(C)N1C2=CC=CC=C2C=2C=C(C=CC12)C=C(C#N)C#N